C(C)(C)(C)OC(=O)N1[C@@H](CCC1)C1=C(C=CC=C1)N=C(C1=CC=CC=C1)C1=CC=CC=C1.NC(C(=O)NCC1=C(C=CC=C1)F)C 2-amino-N-(2-fluorobenzyl)propanamide tert-butyl-(2S)-2-{2-[(diphenylmethylidene)amino]phenyl}pyrrolidine-1-carboxylate